COC(C1=CC(=C(C=C1)C=1NC=C(N1)C(F)(F)F)O)=O 3-hydroxy-4-(4-(trifluoromethyl)-1H-imidazol-2-yl)benzoic acid methyl ester